C[C@@]12C(CC[C@H]1[C@@H]1CCC3=CC(CC[C@]3(C)[C@H]1C(C2)O)=O)=O 4-Androsten-11-ol-3,17-dione